β-chloroethyltrichlorosilane ClCC[Si](Cl)(Cl)Cl